CN1C2=C(OCC(C1=O)NC(=O)C=1N=NN(C1)C1(CC1)C1=CC=CC=C1)C=CC=C2 N-(5-methyl-4-oxo-2,3,4,5-tetrahydrobenzo[b][1,4]oxazepin-3-yl)-1-(1-phenylcyclopropyl)-1H-1,2,3-triazole-4-carboxamide